C=CC(=O)NCNC(=O)C=C N,N-methylenebisacrylamide